1-(tert-butyl)-2-(2-isocyanatophenyl)disulfane C(C)(C)(C)SSC1=C(C=CC=C1)N=C=O